CN(C/C=C/C(=O)N1CC2=C([C@@H](C1)C1=C(C=CC=C1)C=1C(=NN(C1)CCC1=NC=CC=C1)C(F)(F)F)C=C(S2)C#N)C (S,E)-6-(4-(Dimethylamino)but-2-enoyl)-4-(2-(1-(2-(pyridin-2-yl)ethyl)-3-(trifluoromethyl)-1H-pyrazol-4-yl)phenyl)-4,5,6,7-tetrahydrothieno[2,3-c]pyridine-2-carbonitrile